C[C@@H]1CN(CCC1)CC=1NC=2C(N(C=C(C2C1Cl)C#N)C1=NC(=CC(=C1)C1=C(C=C(C=C1)F)C(=O)N1CC(C1)F)C1CC1)=O 2-{[(s)-3-methyl-1-piperidyl]methyl}-3-chloro-6-(6-cyclopropyl-4-{4-fluoro-2-[(3-fluoro-1-azetidinyl)carbonyl]phenyl}-2-pyridyl)-7-oxo-1,6-dihydro-1,6-diaza-4-indenecarbonitrile